FC1=C(C(=C(C(=C1F)F)F)F)[B-](C1=C(C(=C(C(=C1F)F)F)F)F)(C1=C(C(=C(C(=C1F)F)F)F)F)C1=C(C(=C(C(=C1F)F)F)F)F.C(CCCCCCCCCCCCCCC)[NH+](CCCCCCCCCCCCCCCC)C1=C(C=CC=C1)C N,N-di(hexadecyl)tolylammonium tetrakis(perfluorophenyl)borate